6-(tert-butyl) 2-methyl 7-(hydroxy(phenyl)methyl)-7,8-dihydro-1,6-naphthyridine-2,6(5H)-dicarboxylate OC(C1N(CC=2C=CC(=NC2C1)C(=O)OC)C(=O)OC(C)(C)C)C1=CC=CC=C1